N-iodopyrrole IN1C=CC=C1